FC=1C=C(C=CC1)C1(CNC(CC1)=O)NC(OCC1=CC=CC=C1)=O benzyl (3-(3-fluorophenyl)-6-oxopiperidin-3-yl)carbamate